C(CC)OCOCCCC(CC(C)[Mg]I)C 6-propyloxymethoxy-1,3-dimethylhexylmagnesium iodide